ClC1=CC=C(C=C1)SC(C(=O)C1=CC=CC=C1)=C (4-chlorophenylsulfenyl)-1-phenylprop-2-en-1-one